BrC1=CC(=C(C(=C1)C)C1=CC(=CC=C1)[C@H](CC(=O)OC)NC(=O)OC(C)(C)C)O Methyl (S)-3-(4'-bromo-2'-hydroxy-6'-methyl-[1,1'-biphenyl]-3-yl)-3-((tert-butoxycarbonyl)amino)propanoate